ClC1=C(C#N)C=CC(=C1)CO 2-chloro-4-(hydroxymethyl)benzonitrile